2-((S)-4-(7-(7,8-dichloronaphthalen-1-yl)-2-(((S)-1-methylpyrrolidin-2-yl)methoxy)-5,6,7,8-tetrahydropyrido[3,4-d]pyrimidin-4-yl)-1-(2-fluoroacryloyl)piperazin-2-yl)acetonitrile ClC1=CC=C2C=CC=C(C2=C1Cl)N1CC=2N=C(N=C(C2CC1)N1C[C@@H](N(CC1)C(C(=C)F)=O)CC#N)OC[C@H]1N(CCC1)C